N-{(2S,3R)-4,4-difluoro-1-(oxetane-2-carbonyl)-2-[(2,2',3',4'-tetrafluoro[1,1'-biphenyl]-3-yl)methyl]pyrrolidin-3-yl}-ethanesulfonamide FC1([C@@H]([C@@H](N(C1)C(=O)C1OCC1)CC=1C(=C(C=CC1)C1=C(C(=C(C=C1)F)F)F)F)NS(=O)(=O)CC)F